butyl (6-(3,3-difluorocyclobutyl)pyridin-3-yl)carbamate FC1(CC(C1)C1=CC=C(C=N1)NC(OCCCC)=O)F